2-methylpropanesulfonic acid ammonium [NH4+].CC(CS(=O)(=O)O)C